8-amino-6-(4-fluorophenyl)-5-{3-methylimidazo[1,2-a]pyridin-6-yl}-N-(3-{[(2,2,2-trifluoro-ethyl)amino]methyl}bicyclo[1.1.1]pentan-1-yl)imidazo[1,2-a]pyrazine-2-carboxamide NC=1C=2N(C(=C(N1)C1=CC=C(C=C1)F)C=1C=CC=3N(C1)C(=CN3)C)C=C(N2)C(=O)NC23CC(C2)(C3)CNCC(F)(F)F